N[C@@H](C[11C]1=CC=C(C=C1)O)C(=O)O [1-11C]-tyrosine